6-chloro-2-methyl-8-propylimidazo[1,2-b]pyridazine ClC=1C=C(C=2N(N1)C=C(N2)C)CCC